IC1=CC(=C(C=C1)C1=C(C=C(C=C1)N(C1=CC=CC=C1)C1=CC=CC=C1)C)C 4'-iodo-2,2'-dimethyl-N,N-diphenyl-(1,1'-biphenyl)-4-amine